CC1=CC=C(C=C1)S(=O)(=O)OC1(CCC1)COCC1=CC=CC=C1 ((benzyloxy)methyl)cyclobutyl 4-methylbenzenesulfonate